Methyl (S)-3-(5-bromoquinolin-8-yl)-2-(2,6-difluorobenzamido)propanoate BrC1=C2C=CC=NC2=C(C=C1)C[C@@H](C(=O)OC)NC(C1=C(C=CC=C1F)F)=O